C(C=C)(=O)OCCCC[Si](OCC)(OCC)OCC acryloyloxybutyl-triethoxysilane